[(2S,3S,4E,6R,7R,10R)-7,10-dihydroxy-2-[(2E,4E)-6-hydroxy-8-(4-hydroxyphenyl)-6-methylocta-2,4-dien-2-yl]-3,7-dimethyl-12-oxo-1-oxacyclododec-4-en-6-yl] acetate C(C)(=O)O[C@@H]1/C=C/[C@@H]([C@H](OC(C[C@@H](CC[C@@]1(C)O)O)=O)\C(\C)=C\C=C\C(CCC1=CC=C(C=C1)O)(C)O)C